N-ethyl-N-methylpropanamide C(C)N(C(CC)=O)C